4-(2-hexadecyloctadecanoyloxy)phenylacetate C(CCCCCCCCCCCCCCC)C(C(=O)OC1=CC=C(C=C1)CC(=O)[O-])CCCCCCCCCCCCCCCC